8-[(1R)-1-[(6-bromo-2-methyl-3-pyridinyl)amino]ethyl]-3,6-dimethyl-2-phenyl-benzopyran-4-one BrC1=CC=C(C(=N1)C)N[C@H](C)C1=CC(=CC=2C(C(=C(OC21)C2=CC=CC=C2)C)=O)C